ClCC=1C=NC=C(C1)C(F)F 3-(chloromethyl)-5-(difluoromethyl)pyridine